FC1=C(C(=C(C(=C1[B-](C1=C(C(=C(C(=C1F)F)F)F)F)(C1=C(C(=C(C(=C1F)F)F)F)F)C1=C(C(=C(C(=C1F)F)F)F)F)F)F)F)F.C(CCCCCCCCCCCCC)[NH+](CCCCCCCCCCCCCC)CCCCCCCCCCCCCC tritetradecyl-ammonium tetrakis(pentafluorophenyl)borate